(-)-6-(methyl-d3)-8-((1R,2S)-2-methylcyclopentyl)-2-((1-((methyl-d3)sulfonyl)piperidin-4-yl-3,3,5,5-d4)-amino)pyrido[2,3-d]pyrimidin-7(8H)-one C(C1=CC2=C(N=C(N=C2)NC2C(CN(CC2([2H])[2H])S(=O)(=O)C([2H])([2H])[2H])([2H])[2H])N(C1=O)[C@H]1[C@H](CCC1)C)([2H])([2H])[2H]